chloroselenate mercury [Hg+].[Se](=O)(=O)([O-])Cl